C1CC12N(CCC2)CC(=O)NC=2C=C(C(=NC2)C)NC(=O)C2=NN=C1N2C=CC(=C1)C=1C=NN(C1)C N-(5-(2-(4-azaspiro[2.4]heptan-4-yl)acetamido)-2-methylpyridin-3-yl)-7-(1-methyl-1H-pyrazol-4-yl)-[1,2,4]triazolo[4,3-a]pyridine-3-carboxamide